4-methyl-6-{[2-(2-methylprop-2-yl)-5-[(1S,3R)-3-{[(2-methylprop-2-yl)diphenylsilyl]oxy}cyclopentyl]pyrazol-3-yl]amino}-3-oxo-3,4-dihydro-2H-1λ6-benzo[2,1-e][1,2,4]thiadiazine-1,1-dione CN1C(NS(C2=C1C=C(C=C2)NC=2N(N=C(C2)[C@@H]2C[C@@H](CC2)O[Si](C2=CC=CC=C2)(C2=CC=CC=C2)C(C)(C)C)C(C)(C)C)(=O)=O)=O